FC1(CNC(N(C1)[C@H](COC)C1=CC=2N(N=C1)C=C(N2)[C@H](CC(C(F)(F)F)(C)C)NC(OC(C)(C)C)=O)=O)F tert-Butyl ((S)-1-(7-((S)-1-(5,5-difluoro-2-oxotetrahydropyrimidin-1(2H)-yl)-2-methoxyethyl)imidazo[1,2-b]pyridazin-2-yl)-4,4,4-trifluoro-3,3-dimethylbutyl)carbamate